potassium taurinate NCCS(=O)(=O)[O-].[K+]